Tetradecyl nonanoate C(CCCCCCCC)(=O)OCCCCCCCCCCCCCC